1,1-dimethylpentene CC(=CCCC)C